2-amino-6,9-dibenzyl-7,9-dihydro-8H-purin-8-one NC1=NC(=C2NC(N(C2=N1)CC1=CC=CC=C1)=O)CC1=CC=CC=C1